FC1=C2C(=CNC2=CC=C1)C=1C=C(OC1)C(CC(=O)OC)=O methyl 3-(4-(4-fluoro-1H-indol-3-yl) furan-2-yl)-3-oxopropanoate